ICC1CCC(CC1)N1N=C2C=C(C(=CC2=C1)NC(=O)C1=NC(=CC=C1)C(F)(F)F)OC N-[2-[4-(iodomethyl)cyclohexyl]-6-methoxy-indazol-5-yl]-6-(trifluoromethyl)pyridine-2-carboxamide